(S)-1-[(S)-2-cyclohexyl-2-((S)-2-methylamino-propionylamino)-acetyl]-pyrrolidine-2-carboxylic acid (2-oxazol-2-yl-4-phenyl-thiazol-5-yl)-N-methyl-amide O1C(=NC=C1)C=1SC(=C(N1)C1=CC=CC=C1)N(C(=O)[C@H]1N(CCC1)C([C@@H](NC([C@H](C)NC)=O)C1CCCCC1)=O)C